1-[3-ethylsulfanyl-2-[1-(2,2,3,3,3-pentafluoro-propyl)pyrazolo[3,4-c]pyridin-5-yl]indazol-5-yl]cyclopropanecarbonitrile C(C)SC=1N(N=C2C=CC(=CC12)C1(CC1)C#N)C=1C=C2C(=CN1)N(N=C2)CC(C(F)(F)F)(F)F